2-benzyl-8-methoxy-5-methyl-2,3,4,6-tetrahydro-1H-pyrido[4,3-b]carbazole C(C1=CC=CC=C1)N1CC=2C(=C(C=3NC=4C=C(C=CC4C3C2)OC)C)CC1